(S)-1-(2-((R)-3-(quinolin-5-ylamino)pyrrolidin-1-yl)acetyl)pyrrolidine-2-carbonitrile N1=CC=CC2=C(C=CC=C12)N[C@H]1CN(CC1)CC(=O)N1[C@@H](CCC1)C#N